NC1=NC(=C(C=2N1C(N(N2)C[C@@H]2OCCC2)=O)C2=CC(=NC(=C2)CO)Cl)C2=CC=C(C=C2)F 5-amino-8-[2-chloro-6-(hydroxymethyl)-4-pyridyl]-7-(4-fluorophenyl)-2-[[(2R)-tetrahydrofuran-2-yl]methyl]-[1,2,4]triazolo[4,3-c]pyrimidin-3-one